(3R)-2'-[6-amino-5-(trifluoromethyl)pyridin-3-yl]-N-[1-(pyridin-3-yl)cyclobutyl]-5',6'-dihydrospiro[pyrrolidine-3,4'-pyrrolo[1,2-b]pyrazole]-1-carboxamide NC1=C(C=C(C=N1)C=1C=C2N(N1)CC[C@]21CN(CC1)C(=O)NC1(CCC1)C=1C=NC=CC1)C(F)(F)F